O=C1N(CCC1)CC1CCN(CC1)C1=C(C(=O)O)C=C(C=C1)C=1C=NN(C1)C1OCCCC1 2-(4-((2-oxopyrrolidin-1-yl)methyl)piperidine-1-yl)-5-(1-(tetrahydro-2H-pyran-2-yl)-1H-pyrazol-4-yl)benzoic acid